5-(2-((isopentylamino)methyl)-1H-pyrrolo[2,3-b]pyridin-4-yl)-1H-indazol-3-amine C(CC(C)C)NCC1=CC=2C(=NC=CC2C=2C=C3C(=NNC3=CC2)N)N1